2-[2-[[5-(8-chloroquinazolin-2-yl)-2-pyridyl]oxy]ethoxy]acetic acid ClC=1C=CC=C2C=NC(=NC12)C=1C=CC(=NC1)OCCOCC(=O)O